CCCCCCCCCCCCCCCC/C=C/OC(=O)C Octadecenyl acetate